N-[3-fluoro-5-(3-methyl-1H-indazol-5-yl)phenyl]prop-2-enamide FC=1C=C(C=C(C1)C=1C=C2C(=NNC2=CC1)C)NC(C=C)=O